[C].C(CCCCCC(C)C)O isononanol carbon